Methyl (S)-1-([1,1'-biphenyl]-4-yl)-3-(1-(tert-butoxycarbonyl)pyrrolidin-3-yl)-2-oxo-2,3-dihydro-1H-imidazo[4,5-b]pyridine-5-carboxylate C1(=CC=C(C=C1)N1C(N(C2=NC(=CC=C21)C(=O)OC)[C@@H]2CN(CC2)C(=O)OC(C)(C)C)=O)C2=CC=CC=C2